N1C=CC2=CC(=CC=C12)C1=CC=C(C=C1)C[C@@H](C(=O)O)N (S)-3-(4-(1H-indol-5-yl)phenyl)-2-aminopropanoic acid